2-(2-benzothiazolyl)-6-fluoro-4-methoxy-5-(trifluoromethyl)pyrimidine S1C(=NC2=C1C=CC=C2)C2=NC(=C(C(=N2)OC)C(F)(F)F)F